1-(5Z,8Z,11Z,14Z,17Z-eicosapentaenoyl)-2-eicosanoyl-glycero-3-phosphoserine CCCCCCCCCCCCCCCCCCCC(=O)O[C@H](COC(=O)CCC/C=C\C/C=C\C/C=C\C/C=C\C/C=C\CC)COP(=O)(O)OC[C@@H](C(=O)O)N